C(C)(C)(C)C1=C(N=C(S1)NC(=O)C1(CC(C1)N1C(C2=CC=CC=C2C1=O)=O)OC)Cl N-(5-tert-butyl-4-chloro-1,3-thiazol-2-yl)-3-(1,3-dioxo-2,3-dihydro-1H-isoindol-2-yl)-1-methoxycyclobutane-1-carboxamide